1-[5-(methoxymethyl)-2-furyl]-9H-β-carboline COCC1=CC=C(O1)C1=NC=CC=2C3=CC=CC=C3NC12